3-(5-(((1S,2S)-2-(((3,3-difluorocyclobutyl)methyl)amino)cycloheptyl)oxy)-1-oxoisoindolin-2-yl)piperidine-2,6-dione FC1(CC(C1)CN[C@@H]1[C@H](CCCCC1)OC=1C=C2CN(C(C2=CC1)=O)C1C(NC(CC1)=O)=O)F